N-{4,4-dioxo-5H,6H,7H-4λ6-pyrazolo[3,2-b][1,3]thiazin-3-yl}pyridine-3-carboxamide O=S1(C=2N(CCC1)N=CC2NC(=O)C=2C=NC=CC2)=O